N-methyl-N-(2-methylpropyl)-2-(morpholin-4-yl)-8-(1H-pyrazol-5-yl)-1,7-naphthyridin-4-amine CN(C1=CC(=NC2=C(N=CC=C12)C1=CC=NN1)N1CCOCC1)CC(C)C